C(C)C1CN(CCCN1)C1=NC=CC(=N1)NC=1C=C2C=NNC2=CC1 N-(2-(3-ethyl-1,4-diazepan-1-yl)pyrimidin-4-yl)-1H-indazol-5-amine